di(undecyl) disulfide C(CCCCCCCCCC)SSCCCCCCCCCCC